tetrakis-dimethyl-amine tin [Sn].CNC.CNC.CNC.CNC